C1(CCC(N1C(C(=O)[O-])CCC(=O)[O-])=O)=O succinimidylglutarat